(1-(7-azaspiro[3.5]non-2-yl)piperidin-4-yl)carbamic acid benzyl ester C(C1=CC=CC=C1)OC(NC1CCN(CC1)C1CC2(C1)CCNCC2)=O